C(C)(C)C1=C(C=CC=C1)NC(=S)NN=CC1=CC=C(C=C1)C1=NN(C(=N1)NCCC(F)(F)F)C 1-(2-Isopropylphenyl)-3-[[4-[1-methyl-5-(3,3,3-trifluoropropylamino)-1,2,4-triazol-3-yl]phenyl]methyleneamino]thiourea